(13S)-hydroperoxyoctadecatrienoic acid CCCCCCCCCCC/C=C/C=C/C=C(/C(=O)O)\OO